FC1=CC=C(C=C1)[C@@H]1N(CCC2=CC=CC=C12)C(=O)[C@H]1C[C@H]2[C@@H](N(CCN2S(=O)(=O)C2=CC=C(C)C=C2)CC(F)(F)F)CO1 ((S)-1-(4-fluorophenyl)-3,4-dihydroisoquinolin-2(1H)-yl)((4aR,7R,8aS)-1-tosyl-4-(2,2,2-trifluoroethyl)octahydro-2H-pyrano[3,4-b]pyrazin-7-yl)methanone